C1=CC(=CC(=C1)NC(=O)CC#N)C(F)(F)F 2-cyano-N-(3-(trifluoromethyl)phenyl)acetamide